4-bromomethyl-azetidinone 4-bromobenzyl-3,5-dihydroxybenzoate BrC1=CC=C(COC(C2=CC(=CC(=C2)O)O)=O)C=C1.BrCC1CC(N1)=O